C(C1=CC=CC=C1)OC1=CC=C(C=C1)C=1N=C(C2=C(N1)NC=C2)C=2C=NN(C2)C (4-(benzyloxy)phenyl)-4-(1-methyl-1H-pyrazol-4-yl)-7H-pyrrolo[2,3-d]pyrimidine